2-(3-(2-(2-aminoethoxy)ethoxy)propanamido)-N-(4,5-dimethylthiazol-2-yl)cyclohexane-1-carboxamide NCCOCCOCCC(=O)NC1C(CCCC1)C(=O)NC=1SC(=C(N1)C)C